C(C=C)C1(CCCC1)CNC(OC(C)(C)C)=O tert-butyl ((1-allylcyclopentyl)methyl)carbamate